O[C@]1([C@@H](CCC1)NC(OCC1=CC=CC=C1)=O)C |r| (±)-benzyl [(1R*,2R*)-2-hydroxy-2-methylcyclopentyl]carbamate